[N+](=O)([O-])C1=CC=CC2=NON=C21 4-nitro-2,1,3-benzoxadiazole